C(C)C=1C(NC=2C=C(C=NC2C1)CN1CCN(CC1)C1=CC(=C(C(=O)NC)C=C1)F)=O 4-(4-((7-Ethyl-6-oxo-5,6-dihydro-1,5-naphthyridin-3-yl)methyl)piperazin-1-yl)-2-fluoro-N-methylbenzamide